methyl 2-(2-bromophenyl)-3-oxobutanoate BrC1=C(C=CC=C1)C(C(=O)OC)C(C)=O